2-(2,6-dioxopiperidin-3-yl)-5,6-difluoroisoindole-1,3-dione O=C1NC(CCC1N1C(C2=CC(=C(C=C2C1=O)F)F)=O)=O